C(C)(=O)[C@H]1N(C(OC1)(C)C)C(=O)OC(C)(C)C tert-Butyl (S)-4-acetyl-2,2-dimethyloxazolidine-3-carboxylate